COC(/C=C/C1=CC=C(C(=O)O)C=C1)=O (E)-4-(3-methoxy-3-oxoprop-1-en-1-yl)benzoic acid